C(C)(C)C1=CNC(C=2C=CC=NC12)=O 8-isopropyl-1,6-naphthyridin-5(6H)-one